6-[4-(difluoromethoxy)phenyl]-2-(3-fluorophenyl)-3-oxo-2,3-dihydropyridazine-4-carboxylic acid FC(OC1=CC=C(C=C1)C=1C=C(C(N(N1)C1=CC(=CC=C1)F)=O)C(=O)O)F